4-(4-((1R,5S)-3,8-diazabicyclo[3.2.1]oct-3-yl)-8-fluoro-2-(((S)-1-(Piperidin-1-yl)propan-2-yl)oxy)-5-(propynyl)pyrido[4,3-d]pyrimidin-7-yl)-5-ethynyl-6-fluoronaphthalene [C@H]12CN(C[C@H](CC1)N2)C=2C1=C(N=C(N2)O[C@H](CN2CCCCC2)C)C(=C(N=C1C#CC)C1=CC=CC2=CC=C(C(=C12)C#C)F)F